S1C=NC2=C1C=CC(=C2)CN(C(C(=O)OC)=O)[C@H](C)C2=NC=CC=C2F methyl (R)-2-((benzo[d]thiazol-5-ylmethyl)(1-(3-fluoropyridin-2-yl)ethyl)amino)-2-oxoacetate